N1=C(C=C2N1C=CC=C2)CO pyrazolo[1,5-a]pyridin-2-ylcarbinol